NC1CCN(CC1)CCO 2-(4-amino-1-piperidyl)ethanol